2-{[(1R)-1-(4-chlorophenyl)-7-fluoro-5-[1-hydroxy-1-(1-methyl-1H-pyrazol-3-yl)propyl]-3-oxo-1-[(3S)-oxocyclopent-3-yloxy]-2,3-dihydro-1H-isoindol-2-yl]methyl}pyrimidine-5-carbonitrile ClC1=CC=C(C=C1)[C@@]1(N(C(C2=CC(=CC(=C12)F)C(CC)(C1=NN(C=C1)C)O)=O)CC1=NC=C(C=N1)C#N)O[C@@H]1CC(CC1)=O